N-((6-(tert-butyl)-3-methoxypyridin-2-yl)sulfonyl)-5-(5-((4-methoxybenzyl)amino)-1,2,4-thiadiazol-3-yl)-2-naphthamide C(C)(C)(C)C1=CC=C(C(=N1)S(=O)(=O)NC(=O)C1=CC2=CC=CC(=C2C=C1)C1=NSC(=N1)NCC1=CC=C(C=C1)OC)OC